(S)-2-(1-cyclopropyl-2-hydroxy-2-methylpropyl)-7-(4-(5-methyl-1,3,4-oxadiazol-2-yl)phenyl)-2,3-dihydro-1H-pyrrolo[3,4-c]pyridin-1-one C1(CC1)[C@@H](C(C)(C)O)N1CC=2C=NC=C(C2C1=O)C1=CC=C(C=C1)C=1OC(=NN1)C